C(C#CCCCCC)(=O)N 2-octynamide